1,3-bis(2,4,6-trimethylphenyl)imidazolidin CC1=C(C(=CC(=C1)C)C)N1CN(CC1)C1=C(C=C(C=C1C)C)C